NC=1C=C(C=C(C1)C(F)(F)F)[C@@H](C)NC1=NC(=NC2=CC(=C(C=C12)OCCOCC1CC1)OC)C (R)-N-(1-(3-amino-5-(trifluoromethyl)phenyl)ethyl)-6-(2-(cyclopropylmethoxy)ethoxy)-7-methoxy-2-methyl-quinazolin-4-amine